FC=1C=C(C=C(C1F)F)C1=NNC=2CNCCC21 (3,4,5-trifluorophenyl)-5,7-dihydro-4H-pyrazolo[3,4-c]pyridin